(S)-5-(tert-butoxy)-5-oxo-4-tetradecanoylaminopentanoic acid C(C)(C)(C)OC([C@H](CCC(=O)O)NC(CCCCCCCCCCCCC)=O)=O